4-(Bromomethyl)-1-chloro-2-fluoro-benzene BrCC1=CC(=C(C=C1)Cl)F